bis-phenylmethyl-4-phenyltriazolyl-phenylmethyl-phenylcinnamate C1(=CC=CC=C1)CC1=C(C(=C(C(=C(C(=O)[O-])C2=CC=CC=C2)CC2=CC=CC=C2)C=C1)C1=C(N=NN1)C1=CC=CC=C1)CC1=CC=CC=C1